FC1=C(C(=C(C(=C1[B])F)F)F)F.FC1=C(C(=C(C(=C1[B])F)F)F)F.FC1=C(C(=C(C(=C1[B])F)F)F)F.FC1=C(C(=C(C(=C1[B])F)F)F)F.[Li] lithium tetra-pentafluorophenyl-boron